ClC1=CC(=C(C(=O)NC2=C(C=C(C=C2)S(N[C@H](C)C2CCN(CC2)C)(=O)=O)C)C=C1)C (R)-4-chloro-2-methyl-N-(2-methyl-4-(N-(1-(1-methylpiperidin-4-yl)ethyl)sulfamoyl)phenyl)benzamide